CC1=C(N=C(N=C1Cl)Cl)Cl methylpyrimidine